O[C@@H]1C[C@H](N(C1)C([C@H](C(C)C)N1C(C2=CC=CC=C2C1)=O)=O)C(=O)OC (2S,4R)-methyl 4-hydroxy-1-((S)-3-methyl-2-(1-oxoisoindolin-2-yl)butanoyl)pyrrolidine-2-carboxylate